3-chloro-8,9-dihydro-7H-cyclopenta[H]Isoquinoline-5-sulfonyl chloride ClC=1N=CC=2C3=C(C=C(C2C1)S(=O)(=O)Cl)CCC3